[Na].C1N(CC12CCNCC2)C2=NC=NC=C2OC2=C(C=C(C=C2)F)CC(C)S(=O)(=O)N (2-((4-(2,7-diazaspiro[3.5]non-2-yl)pyrimidin-5-yl)oxy)-5-fluorophenyl)propane-2-sulfonamide sodium